2-((2-(((tert-butoxycarbonyl)(2-(6-methoxy-3-nitropyridin-2-yl)ethyl)amino)methyl)-4-fluorophenyl)amino)-5-chloronicotinic acid C(C)(C)(C)OC(=O)N(CCC1=NC(=CC=C1[N+](=O)[O-])OC)CC1=C(C=CC(=C1)F)NC1=C(C(=O)O)C=C(C=N1)Cl